O1[C@H](COCC1)CN1N=C2C3=C(C[C@H](C2=C1)C(F)(F)F)OC(=C3C)C(=O)NC[C@H]3OCCC3 2-{[(2S)-1,4-Dioxacyclohexan-2-yl]methyl}-8-methyl-N-{[(2S)-oxolan-2-yl]methyl}-(4R)-4-(trifluoromethyl)-4,5-dihydro-2H-furo[2,3-g]indazole-7-carboxamide